COC1=CC=C(C=C1)C(C)(C)C=1N=C(SC1)NC(C1=CC=C(C=C1)NC1CCN(CC1)C)=O N-(4-(2-(4-methoxyphenyl)propan-2-yl)thiazol-2-yl)-4-((1-methylpiperidin-4-yl)amino)benzamide